CN1N=CC=2N=C(N=C(C21)NCC2=CC=C(C=C2)B(O)O)C2=CC=CC=C2 4-[([1-methyl-5-phenylpyrazolo[4,3-d]pyrimidin-7-yl]amino)methyl]phenylboronic acid